C(C1=CC=CC=C1)(C1=CC=CC=C1)N1[C@H]2CN([C@@H](C1)C2)CC=2C=C1CN(C(C1=CC2F)=O)C2C(NC(CC2)=O)=O 3-(5-(((1r,4r)-5-benzhydryl-2,5-diazabicyclo[2.2.1]heptan-2-yl)methyl)-6-fluoro-1-oxoisoindolin-2-yl)piperidine-2,6-dione